((2-methoxyphenyl)ethynyl)-N-(4-(trifluoromethoxy)phenyl)-1,3,5-triazin-2-amine COC1=C(C=CC=C1)C#CC1=NC(=NC=N1)NC1=CC=C(C=C1)OC(F)(F)F